CC1=CC=CC(=N1)C1=C(N=CN1)C=1C=C2C=C(C=NC2=CC1)N1CC(C1)C(=O)OC1CNC1 azetidin-3-yl 1-(6-(5-(6-methylpyridin-2-yl)-1H-imidazol-4-yl)quinolin-3-yl)azetidine-3-carboxylate